N1(CCOCC1)C1=NC(=NC(=N1)C=1SC(=CC1)CN1CCOCC1)C1=CC=C(C=C1)NC(=O)NCC1=NC=CC=C1 1-(4-(4-morpholinyl-6-(5-(morpholinomethyl)thiophen-2-yl)-1,3,5-triazin-2-yl)phenyl)-3-(pyridin-2-ylmethyl)urea